7-bromo-2-chloro-quinoline BrC1=CC=C2C=CC(=NC2=C1)Cl